N-(1-ethynyl-cyclopropyl)-2-fluoro-5-nitrobenzamide C(#C)C1(CC1)NC(C1=C(C=CC(=C1)[N+](=O)[O-])F)=O